tert-butyl (3-((6-(aminomethyl)-1H-indol-1-yl)methyl)benzyl)carbamate NCC1=CC=C2C=CN(C2=C1)CC=1C=C(CNC(OC(C)(C)C)=O)C=CC1